3-ethyl-8-fluoro-7-((4-(8-(methylamino)-1,7-naphthyridin-3-yl)-3,6-dihydropyridin-1(2H)-yl)methyl)-1,5-naphthyridin-2(1H)-one C(C)C=1C(NC2=C(C(=CN=C2C1)CN1CCC(=CC1)C=1C=NC2=C(N=CC=C2C1)NC)F)=O